C(C1=CC=CC=C1)(C1=CC=CC=C1)NC(NC1=C(C=C(C(=O)NCCCCCCC(=O)NO)C=C1)F)=O 4-(3-benzhydrylureido)-3-fluoro-N-(7-(hydroxyamino)-7-oxoheptyl)benzamide